CC1(C(CC=C1C)C1(CC1)C=CC(C)O)C 4-[1-(2,2,3-trimethylcyclopent-3-en-1-yl)cyclopropyl]but-3-en-2-ol